C1(=CC=CC=C1)C1=C2C=CC(C(=C3C=CC(=C(C=4C=CC(=C(C5=CC=C1N5)C5=CC=CC=C5)N4)C4=CC=CC=C4)N3)C3=CC=CC=C3)=N2.[Pd] Palladium Tetraphenylporphyrin